NC=1C=C(C=2N(C1)N=CC2C#N)C=2C=NC(=CC2)N2CC1N(C(C2)C1)CC=1C=NC(=CC1)OC 6-amino-4-(6-(6-((6-methoxypyridin-3-yl)methyl)-3,6-diazabicyclo[3.1.1]heptan-3-yl)pyridin-3-yl)pyrazolo[1,5-a]pyridin-3-carbonitrile